2,5-dihydro-2,4,5-trimethyl-oxazole CC1OC(C(=N1)C)C